6-((2-fluorobenzyl)oxy)pyridin FC1=C(COC2=CC=CC=N2)C=CC=C1